2-(4-methylphenyl)-9,10-di(2-naphthyl)anthracene CC1=CC=C(C=C1)C1=CC2=C(C3=CC=CC=C3C(=C2C=C1)C1=CC2=CC=CC=C2C=C1)C1=CC2=CC=CC=C2C=C1